phthaloyl sulfate S1(=O)(=O)OC(C=2C(C(=O)O1)=CC=CC2)=O